COC(=O)C1=CC2=C(C(=NO2)C2=CC=NC=C2)C=C1.C(C(=C)C)(=O)OCCCCCC[Si](OC)(OC)C 3-(methacryloxypropyl)propyl-methyldimethoxysilane methyl-3-(pyridin-4-yl)-1,2-benzoxazole-6-carboxylate